C(C)(C)(C)N(C(O)=O)C1=C(C=C(C=C1)C1=CC=CC=C1)[N+](=O)[O-].ClC=1C=C(C=CC1)C=1N=C(NC1C)C1=CSC=C1 4-(3-chlorophenyl)-5-methyl-2-(3-thienyl)imidazole tert-butyl-(3-nitro-[1,1'-biphenyl]-4-yl)carbamate